5-methyl-7-phenylhept-2,4-dienal CC(=CC=CC=O)CCC1=CC=CC=C1